CC1([C@H]([C@@H](N(C1=O)C=1C=C2C=NN(C2=CC1)C1=CN(C(C=C1)=O)C)C1=CC=CC=C1)NC(=O)C1=C(N=CS1)C)C N-[(2s,3r)-4,4-dimethyl-1-[1-(1-methyl-6-oxo-1H-pyridin-3-yl)-1H-indazol-5-yl]-5-oxo-2-phenyl-pyrrolidin-3-yl]-4-methyl-thiazole-5-carboxylic acid amide